NC=1C(=C2C(=NC1)NC=C2)NN2CCC(CC2)CC#N (1-((5-Amino-1H-pyrrolo[2,3-b]pyridin-4-yl)amino)piperidin-4-yl)acetonitrile